trans-4-[[5-fluoro-4-[3-(4-methyl-2-oxo-1-pyridyl)phenyl]pyrimidin-2-yl]amino]cyclohexanecarboxylic acid FC=1C(=NC(=NC1)N[C@@H]1CC[C@H](CC1)C(=O)O)C1=CC(=CC=C1)N1C(C=C(C=C1)C)=O